ClC=1C(=CC(=NC1)C)C1=C(C=NC(=C1)C)C(=O)O 5'-chloro-2',6-dimethyl-(4,4'-bipyridine)-3-carboxylic Acid